tert-butyl 4-[4-[4-(3-amino-2-carbamoyl-thieno[2,3-b]pyridin-4-yl)-1,4-diazepan-1-yl]benzoyl]piperazine-1-carboxylate NC1=C(SC2=NC=CC(=C21)N2CCN(CCC2)C2=CC=C(C(=O)N1CCN(CC1)C(=O)OC(C)(C)C)C=C2)C(N)=O